ClC=1C(=NC(=NC1)N1CCC(CC1)N(C)C1=CC=CC=2N(C(N(C21)C)=O)C2C(NC(CC2)=O)=O)NC=2C=C1C=C(C(N(C1=CC2)C)=O)OCC(=O)NC 2-[[6-[[5-chloro-2-[4-[[1-(2,6-dioxo-3-piperidyl)-3-methyl-2-oxo-benzimidazol-4-yl]-methyl-amino]-1-piperidyl]pyrimidin-4-yl]amino]-1-methyl-2-oxo-3-quinolyl]oxy]-N-methyl-acetamide